ClC1=NC(=NC2=C(C(=C(C(=C12)COC)Cl)I)F)SCC 4,6-dichloro-2-ethylsulfanyl-8-fluoro-7-iodo-5-(methoxymethyl)quinazoline